OCC=1C(=C(C#N)C=CC1I)C 3-(hydroxymethyl)-4-iodo-2-methylbenzonitrile